BrC=1C(=C(C(=NC1)C=1C(=NC=NC1OC)C1CC1)F)N 5-bromo-2-(4-cyclopropyl-6-methoxy-pyrimidin-5-yl)-3-fluoro-pyridin-4-amine